COCCCSC (3-methoxypropyl)(methyl)sulfane